NCC1=NNC(C=2C(=CC(=CC12)C=1C=NN(C1C1=C(C2=CC=CC=C2C=C1F)C#N)C)C#N)=O (M)-1-(aminomethyl)-7-(5-(1-cyano-3-fluoronaphthalen-2-yl)-1-methyl-1H-pyrazol-4-yl)-4-oxo-3,4-dihydrophthalazine-5-carbonitrile